2-{[(2S)-1-(4-formylbenzoyl)piperidin-2-yl]methoxy}-6-hydroxybenzaldehyde C(=O)C1=CC=C(C(=O)N2[C@@H](CCCC2)COC2=C(C=O)C(=CC=C2)O)C=C1